BrC=1SC2=C(NC(C(=N2)C2=CC3=CN(N=C3C=C2)C)=O)N1 2-bromo-6-(2-methyl-2H-indazol-5-yl)thiazolo[4,5-b]pyrazin-5(4H)-one